FC(OC1=C(C=C(CNC(C(C)C)=O)C=C1)C=1NC(C=C(N1)C=1C=NC(=CC1)OC(F)F)=O)F N-(4-difluoromethoxy-3-{4-[6-(difluoromethoxy)pyridin-3-yl]-6-oxo-1,6-dihydropyrimidin-2-yl}benzyl)isobutyramide